1-(((7-(8-ethyl-7-fluoro-3-(methoxymethoxy)naphthalen-1-yl)-8-fluoro-4-(1-oxa-6-azaspiro[3.5]nonan-6-yl)pyrido[4,3-d]pyrimidin-2-yl)oxy)methyl)cyclopropane-1-carbaldehyde C(C)C=1C(=CC=C2C=C(C=C(C12)C1=C(C=2N=C(N=C(C2C=N1)N1CC2(CCO2)CCC1)OCC1(CC1)C=O)F)OCOC)F